BOC-1-AMINO-1-CYCLOPENTANECARBOXALDEHYDE CC(C)(C)OC(=O)NC1(CCCC1)C=O